P(=O)(O)(O)O.N1=C(C=CC=C1)S(=O)(=O)N PYRIDINESULFONAMIDE PHOSPHATE